CN1N=NC2=C1C=CC(=C2C)C(C(C(=O)O)(C)C)C2=CC(=C(C=C2)C)CN2C[C@H](OC1=C(C2)C2=CC=CC=C2C=C1)CC 3-(1,4-dimethyl-1H-benzo[d][1,2,3]triazol-5-yl)-3-(3-(((R)-4-ethyl-3,4-dihydronaphtho[1,2-f][1,4]oxazepin-2(1H)-yl)methyl)-4-methylphenyl)-2,2-dimethylpropanoic acid